(2S,4S)-1-acryloyl-4-(8-chloro-4-(3-(dimethylamino)azetidin-1-yl)-6-fluoro-7-(3-hydroxynaphthalen-1-yl)-1H-imidazo[4,5-c]quinolin-1-yl)piperidine-2-carbonitrile C(C=C)(=O)N1[C@@H](C[C@H](CC1)N1C=NC=2C(=NC=3C(=C(C(=CC3C21)Cl)C2=CC(=CC1=CC=CC=C21)O)F)N2CC(C2)N(C)C)C#N